C1(CC1)CCC(=O)C=1C=NC=CC1 3-cyclopropyl-1-(pyridin-3-yl)propan-1-one